FC1=C(CC=2SC=CC2C(=O)N(CC)CC)C(=CC(=C1)F)OC(C)C 2-(2,4-difluoro-6-isopropoxybenzyl)-N,N-diethylthiophene-3-carboxamide